[Fe].[Si].[Ce] cerium-silicon-iron